N1=NC=CC2=C1C=CC=C2 Benzopyridazin